4,6-dimethyl-2-aminoindan CC1=C2CC(CC2=CC(=C1)C)N